C1(=CC=CC=C1)C(=CSC=C(C1=CC=CC=C1)C1=NC=CC=C1)C1=CC=CC=C1 2-(2-((2,2-Diphenylvinyl)thio)-1-phenylvinyl)pyridine